C(C)(C)(C)OC(=O)N1CCN(CC1)C1=C(C=C(C=C1)[N+](=O)[O-])F.OC1=C(C=C(C=C1C)C(C)(C)C)N1N=C2C(=N1)C=CC=C2 2-(2-hydroxy-3-methyl-5-tert-butylphenyl)benzotriazole tert-butyl-4-(2-fluoro-4-nitrophenyl)piperazine-1-carboxylate